FC1=C(C=C(C(=C1)C)C1=CC2=CN(N=C2C(=C1)N1CCOCC1)CCOC)NC(=O)N1C[C@@H](CC1)CC(F)(F)F (S)-N-(2-Fluoro-5-(2-(2-methoxyethyl)-7-morpholino-2H-indazol-5-yl)-4-methylphenyl)-3-(2,2,2-trifluoroethyl)pyrrolidine-1-carboxamide